Thallium sulfid [S-2].[Tl+].[Tl+]